2-((1-(3,6-Dimethyl-2-((1-methyl-1H-pyrazol-4-yl)ethynyl)-4-oxo-4H-chromen-8-yl)ethyl)amino)benzoic acid ethyl ester C(C)OC(C1=C(C=CC=C1)NC(C)C=1C=C(C=C2C(C(=C(OC12)C#CC=1C=NN(C1)C)C)=O)C)=O